C(C)OC=1C=C(C=2N(C1)N=C1C2C=NN1)C=1C=CC(=NC1)N1CCC2(CCCN2C(=O)[O-])CC1 8-(5-(6-ethoxy-1H-pyrazolo[3',4':3,4]pyrazolo[1,5-a]pyridin-4-yl)pyridin-2-yl)-1,8-diazaspiro[4.5]decane-1-carboxylate